O[C@@H](C(=O)N1CC2=C(CCC1)N=C(NC2=O)C2(CC2)C2=CC(=CS2)C(=O)OCC)C2=CC(=CC=C2)C(F)(F)F ethyl (R)-5-(1-(6-(2-hydroxy-2-(3-(trifluoromethyl)phenyl)acetyl)-4-oxo-4,5,6,7,8,9-hexahydro-3H-pyrimido[5,4-c]azepin-2-yl)cyclopropyl)thiophene-3-carboxylate